ClC1=CC=C(CC2=C(C(=O)NC)C=CC(=C2)[N+](=O)[O-])C=C1 (4-chlorobenzyl)-4-nitro-N-methylbenzamide